(S)-quinuclidin-3-yl (5-(4-cyclopropylphenyl)-6-methoxy-2,2-dimethyl-2,3-dihydro-1H-inden-1-yl)carbamate C1(CC1)C1=CC=C(C=C1)C=1C=C2CC(C(C2=CC1OC)NC(O[C@@H]1CN2CCC1CC2)=O)(C)C